C(C1=CC=CC=C1)OC1=CC(=C(C(=O)OC2=C(C(=C(C(=O)OCOC)C(=C2C)C)OCOC)Br)C(=C1)C)C methoxymethyl 4-((4-(benzyloxy)-2,6-dimethylbenzoyl)oxy)-3-bromo-2-(methoxy methoxy)-5,6-dimethylbenzoate